C(C#CC)(=O)N1C[C@@H](CC1)N1C(N(C=2C=NC=CC21)C2=CC=C(C=C2)OC2=CC=CC=C2)=O (R)-1-(1-(but-2-ynoyl)pyrrolidin-3-yl)-3-(4-phenoxyphenyl)-1H-imidazo[4,5-c]pyridin-2(3H)-one